cis-1-(6-chlorothieno[2,3-b]pyridin-2-yl)-3-(difluoromethyl)cyclobutan-1-ol ClC1=CC=C2C(=N1)SC(=C2)C2(CC(C2)C(F)F)O